C[C@@]12C[C@H](N([C@H]2C1)C(CNC(C1=CC=C(C=C1)OC1=CC=C(C=C1)C)=O)=O)C(=O)O (1S,3S,5S)-5-methyl-2-((4-(p-tolyloxy)benzoyl)glycyl)-2-azabicyclo[3.1.0]hexane-3-carboxylic acid